C(C1=CC=CC=C1)OC1[C@H](CO[C@@H](C1)CO)NC(OC(C)(C)C)=O tert-butyl ((3S,6S)-4-(benzyloxy)-6-(hydroxymethyl)tetrahydro-2H-pyran-3-yl)carbamate